5-((1-ethylazepan-2-yl)methoxy)isobenzofuran-1(3H)-one C(C)N1C(CCCCC1)COC=1C=C2COC(C2=CC1)=O